ClC=1C(=C2N=C(N=C3C2=C(O[C@H]([C@@H]2[C@@H]4CC[C@H](CN32)N4C(=O)OC(C)(C)C)CC)N1)S(=O)C)F tert-butyl (5S,5aS,6S,9R)-2-chloro-5-ethyl-1-fluoro-12-(methylsulfinyl)-5a,6,7,8,9,10-hexahydro-5H-4-oxa-3,10a,11,13,14-pentaaza-6,9-methanonaphtho[1,8-ab]heptalene-14-carboxylate